BrC1=CC(=C(C=C1)N1C=NC(=C1)C1CC1)C 1-(4-bromo-2-methyl-phenyl)-4-cyclopropyl-imidazole